FC(C=1C=C(C=CC1)C(CC)O)(F)F 3-trifluoromethyl-phenylpropanol